2-amino-1,4-naphthoquinone NC=1C(C2=CC=CC=C2C(C1)=O)=O